(R)-6-(3-(3-(3-hydroxy-1-methyl-2-oxopyrrolidin-3-yl)-1H-pyrazol-5-yl)phenyl)pyridineamide O[C@@]1(C(N(CC1)C)=O)C1=NNC(=C1)C=1C=C(C=CC1)C1=CC=CC(=N1)C(=O)N